O=C1NC(CCC1NC1=CC=C(C=C1)C1CCN(CC1)C(CCCCCC(=O)O)=O)=O 7-(4-(4-((2,6-dioxopiperidin-3-yl)amino)phenyl)piperidin-1-yl)-7-oxoheptanoic acid